BrC1=CC=C(C=C1)[C@]12[C@](C=3C(=NC(=CC3O1)Cl)OC)([C@@H]([C@@H]([C@H]2C2=CC=CC=C2)C(=O)NCC(F)F)O)O |r| rac-(5aR,6S,7R,8R,8aS)-5a-(4-bromophenyl)-3-chloro-N-(2,2-difluoroethyl)-8,8a-dihydroxy-1-methoxy-6-phenyl-5a,7,8,8a-tetrahydro-6H-cyclopenta[4,5]furo[3,2-c]pyridine-7-carboxamide